4-[9-(4-chloro-2-fluoro-phenyl)-2,3-dimethyl-4-oxo-pyrazino[1,2-a]pyrimidin-7-yl]tetrahydropyran-2-carboxylic acid ClC1=CC(=C(C=C1)C1=NC(=CN2C1=NC(=C(C2=O)C)C)C2CC(OCC2)C(=O)O)F